COC=1C=C(CN2CCN(CC2)C(CCC=2C(=NN(C2C)C=2C=CC=3N(N2)C(=NN3)C)C)=O)C=CC1 1-(4-(3-methoxybenzyl)piperazin-1-yl)-3-(3,5-dimethyl-1-(3-methyl-[1,2,4]triazolo[4,3-b]pyridazin-6-yl)-1H-pyrazol-4-yl)propan-1-one